(S)-1-(difluoromethyl)-N'-((3-methyl-1,2,3,5,6,7-hexahydrodicyclopenta[b,e]pyridin-8-yl)carbamoyl)-1H-pyrazole-3-sulfonimidamide FC(N1N=C(C=C1)[S@](=O)(N)=NC(NC1=C2C(=NC3=C1CCC3)C(CC2)C)=O)F